COC1=C(C(=O)NC2=NC=CC=C2)C(=CC(=C1)C(C)(CCCCCC)C)OC 2,6-dimethoxy-4-(2-methyloctan-2-yl)-N-(pyridin-2-yl)benzamide